3-cyclopropyl-N-(2-methylpropyl)-7-[3-(pyridin-3-ylamino)-1,2,4-triazol-4-yl]-6,7,8,9-tetrahydrobenzo[g]isoquinoline-5-sulfonamide C1(CC1)C=1N=CC=2C=C3C(=C(C2C1)S(=O)(=O)NCC(C)C)CC(CC3)N3C(=NN=C3)NC=3C=NC=CC3